C(C)(C)NC(OC1CCCC1)=O cyclopentyl N-isopropylcarbamate